(S)-1-amino-4-(4-((4-methoxypyridin-2-yl)carbamoyl)phenyl)-2-(1-propynylpyrrolidin-2-yl)-1H-imidazole-5-carboxamide NN1C(=NC(=C1C(=O)N)C1=CC=C(C=C1)C(NC1=NC=CC(=C1)OC)=O)[C@H]1N(CCC1)C#CC